I(=O)(=O)[O-].[Ag+] Silver(I) iodate